O=C(C)C(C(C)=O)C1=C(C(=C(C#N)C(=C1F)F)F)F 4-(2,4-dioxopent-3-yl)-2,3,5,6-tetrafluorobenzonitrile